COC1=CC=2C=3C=C4C(=C(C3N(C2C=C1)C[C@@H](O)C1=CC=CC=C1)C)C=CN=C4 (S)-2-(9-methoxy-5-methyl-6H-pyrido[4,3-b]carbazol-6-yl)-1-phenylethan-1-ol